((6-bromopyridin-3-yl)oxy)-N-ethyl-N-phenethylpropan-1-amine BrC1=CC=C(C=N1)OC(CC)N(CCC1=CC=CC=C1)CC